(M)-6-chloro-7-cyclopentyl-4-[(2S,5R)-2,5-dimethyl-4-prop-2-enoyl-piperazin-1-yl]-1-(2-isopropyl-4-methyl-3-pyridyl)pyrido[2,3-d]pyrimidin-2-one ClC1=CC2=C(N(C(N=C2N2[C@H](CN([C@@H](C2)C)C(C=C)=O)C)=O)C=2C(=NC=CC2C)C(C)C)N=C1C1CCCC1